Cl.N1[C@@H](CCC1)C(=O)OC(C)(C)C tert-butyl (2S)-pyrrolidine-2-carboxylate hydrochloride